C(C)(C)(C)C=1C=C(C=C)C=CC1 3-(t-butyl)styrene